4-(N-(8'-bromo-2-methyl-4'H-spiro[cyclopropane-1,5'-naphtho[2,1-d]isoxazol]-3'-yl)sulfamoyl)-3-methoxy-N-methylbenzamide BrC1=CC=C2C3(CC=4C(=NOC4C2=C1)NS(=O)(=O)C1=C(C=C(C(=O)NC)C=C1)OC)C(C3)C